tert-butyl (3-(((1-(4-(2,6-dioxopiperidin-3-yl)-2-fluorophenyl)piperidin-4-yl)methyl)(methyl)amino)cyclobutyl)carbamate O=C1NC(CCC1C1=CC(=C(C=C1)N1CCC(CC1)CN(C1CC(C1)NC(OC(C)(C)C)=O)C)F)=O